penta-O-galloyl-glucose C(C1=CC(O)=C(O)C(O)=C1)(=O)O[C@@H](C=O)[C@@H](OC(C1=CC(O)=C(O)C(O)=C1)=O)[C@H](OC(C1=CC(O)=C(O)C(O)=C1)=O)[C@H](OC(C1=CC(O)=C(O)C(O)=C1)=O)COC(C1=CC(O)=C(O)C(O)=C1)=O